ClC1=C(C=C(C(=C1)OC1CCCC1)[N+](=O)[O-])B1OC(C(O1)(C)C)(C)C 2-(2-chloro-4-(cyclopentyloxy)-5-nitrophenyl)-4,4,5,5-tetramethyl-1,3,2-dioxaborolane